(S)-5-((4-(2,3-dichloropyridin-4-yl)-2,3-dihydro-1H-inden-1-yl)amino)-3-methoxy-6-(trifluoromethyl)pyrazine-2-carbaldehyde ClC1=NC=CC(=C1Cl)C1=C2CC[C@@H](C2=CC=C1)NC=1N=C(C(=NC1C(F)(F)F)C=O)OC